9-hydroxy-12-(3-methoxyphenyl)-4-thia-2,12-diazatricyclo[7.3.0.03,7]dodeca-1,3(7),5-trien-8-one OC12C(C=3C=CSC3N=C2N(CC1)C1=CC(=CC=C1)OC)=O